FC=1C=C(C=C(C1)F)CC(=O)NN1C(C2=CC=CC=C2C(=N1)C1=CC=C(C=C1)C)=O 2-(3,5-difluorophenyl)-N-[4-(4-methylphenyl)-1-oxophthalazin-2(1H)-yl]acetamide